[5-[5-[4-chloro-3-[cyclopropyl(ethyl)carbamoyl] phenyl]isoxazol-3-yl]-1-methyl-4-(trifluoromethyl)pyrazol-3-yl]1,1,1,2,3,3,3-heptafluoropropane-2-sulfonate ClC1=C(C=C(C=C1)C1=CC(=NO1)C1=C(C(=NN1C)OS(=O)(=O)C(C(F)(F)F)(C(F)(F)F)F)C(F)(F)F)C(N(CC)C1CC1)=O